C(CCC)C1=CC=C(C=C1)N(C1=CC=C(C=C1)NC1=CC=CC=C1)C1=CC=CC=C1 (4-n-butylphenyl)-N,N'-diphenyl-1,4-phenylenediamine